2-(2,6-dioxopiperidin-3-yl)-5-fluoro-6-(4-((1-(2-(4-((1R,2S)-6-hydroxy-2-Phenyl-1,2,3,4-tetrahydronaphthalen-1-yl)phenoxy)ethyl)piperidin-4-yl)methyl)piperazin-1-yl)isoindoline O=C1NC(CCC1N1CC2=CC(=C(C=C2C1)F)N1CCN(CC1)CC1CCN(CC1)CCOC1=CC=C(C=C1)[C@H]1[C@H](CCC2=CC(=CC=C12)O)C1=CC=CC=C1)=O